(3,5-ditertiary butyl-4-hydroxyphenyl)propionic acid C(C)(C)(C)C=1C=C(C=C(C1O)C(C)(C)C)C(C(=O)O)C